CN(C1=CC=C(OC=2N=C(C3=C(N2)C=NC=C3)O)C=C1)C=1C=NC(=CC1)C(C)C 2-[4-[methyl-(6-propan-2-ylpyridin-3-yl)amino]phenoxy]pyrido[3,4-d]pyrimidin-4-ol